FC1=CC(=CC2=C1OCO2)C=2C=C1C(=NC2)N(N=C1NC(CC(C)(C)C)=O)CC(C)OC N-(5-(7-fluorobenzo[d][1,3]dioxol-5-yl)-1-(2-methoxypropyl)-1H-pyrazolo[3,4-b]pyridin-3-yl)-3,3-dimethylbutanamide